NCC1(CN(CC1)C1=NN2C(S1)=NC=C2C=2C(=NC(=CC2)C(C)C)OC)O 3-(aminomethyl)-1-(5-(6-isopropyl-2-methoxypyridin-3-yl)imidazo[2,1-b][1,3,4]thiadiazol-2-yl)pyrrolidin-3-ol